CN1C(N(C(CC1=O)=O)C)=O 1,3-dimethylpyrimidin-2,4,6(1H,3H,5H)-trione